BrC=1C=CC2=C(N(C=N2)C2=CC=C(C=C2)Cl)C1 6-bromo-1-(4-chlorophenyl)-1H-benzo[d]imidazole